methyl 4-hydroxybenzoate (4-[[[[2-[(1-oxo-2-propen-1-yl)oxy]ethyl]amino]carbonyl]oxy]-methyl benzoate) O=C(C=C)OCCNC(=O)OC1=CC(=C(C(=O)O)C=C1)C.OC1=CC=C(C(=O)OC)C=C1